C(C)OC(C[C@@H](C=1C=C(C=CC1)C1=CC(=C(C=C1)C)C)N)=O (S)-3-amino-3-(3',4'-dimethylbiphenyl-3-yl)propionic acid ethyl ester